OC1=C(C=C(C=2OC3=CC(=CC(=C3C(C2C)=O)C)C)C=C1C)C 4'-hydroxy-3,5,7,3',5'-pentamethylflavone